(R)-1-((5-(3-amino-3-(1-(difluoromethyl)-1H-pyrazol-3-yl)piperidin-1-yl)-2-(4-fluorophenyl)pyridin-4-yl)methyl)-1H-imidazo[4,5-c]pyridin-4-amine N[C@]1(CN(CCC1)C=1C(=CC(=NC1)C1=CC=C(C=C1)F)CN1C=NC=2C(=NC=CC21)N)C2=NN(C=C2)C(F)F